(trans-4-(4-chlorophenyl)-2,4-dimethyl-4,5-dihydrooxazol-5-yl)(o-tolyl)methanone tert-butyl-4-(1-(6-bromopyridin-3-yl)-2,2,2-trifluoro-1-hydroxyethyl)piperidine-1-carboxylate C(C)(C)(C)OC(=O)N1CCC(CC1)C(C(F)(F)F)(O)C=1C=NC(=CC1)Br.ClC1=CC=C(C=C1)[C@@]1(N=C(O[C@H]1C(=O)C1=C(C=CC=C1)C)C)C